4-(difluoromethyl)-N-(2-(4-iodostyryl)phenyl)-1-methyl-1H-pyrazole-3-carboxamide FC(C=1C(=NN(C1)C)C(=O)NC1=C(C=CC=C1)C=CC1=CC=C(C=C1)I)F